rac-6-(2-((3aR,5s,6aS)-5-((6-fluoropyridin-3-yl)oxy)hexahydrocyclopenta[c]pyrrol-2(1H)-yl)-1-hydroxyethyl)pyridin-3-ol FC1=CC=C(C=N1)OC1C[C@@H]2[C@@H](CN(C2)CC(O)C2=CC=C(C=N2)O)C1